C(C=C)C1C(=O)OC(CC1)C α-allyl-δ-caprolactone